9-(2-chloro-6-fluoro-phenyl)-3-cyclopropyl-16-thia-2,4,5,8-tetraazatetracyclo[8.6.0.02,6.011,15]hexadeca-1(10),3,5,8,11(15)-penta-ene-13-carboxylic acid ethyl ester C(C)OC(=O)C1CC=2C=3C(=NCC4=NN=C(N4C3SC2C1)C1CC1)C1=C(C=CC=C1F)Cl